2-Boc-4-formyl-2-azabicyclo[2.1.1]Hexane-1-carboxylic acid methyl ester COC(=O)C12N(CC(C1)(C2)C=O)C(=O)OC(C)(C)C